1-(3-chloro-4-(3-(methylamino)propyl)phenyl)-3-((2-(2,6-dioxopiperidin-3-yl)-1,3-dioxoisoindolin-5-yl)methyl)urea ClC=1C=C(C=CC1CCCNC)NC(=O)NCC=1C=C2C(N(C(C2=CC1)=O)C1C(NC(CC1)=O)=O)=O